4-methyl-6-(4-((3-(piperidin-1-yl)benzyl)amino)piperidin-1-yl)pyrimidin-2-amine CC1=NC(=NC(=C1)N1CCC(CC1)NCC1=CC(=CC=C1)N1CCCCC1)N